methyl 4-((2,4-dichlorophenyl)amino)-5-nitrothiophene-2-carboxylate ClC1=C(C=CC(=C1)Cl)NC=1C=C(SC1[N+](=O)[O-])C(=O)OC